4-(benzyloxy)-5-cyclopropyl-2-fluoro-N-((4-((1-methylazetidin-3-yl)oxy)piperidin-1-yl)sulfonyl)benzamide C(C1=CC=CC=C1)OC1=CC(=C(C(=O)NS(=O)(=O)N2CCC(CC2)OC2CN(C2)C)C=C1C1CC1)F